C(CCCCC(C)(C)C)(=O)OOC(C)(C)CCC t-hexyl peroxyneononanoate